C(C#C)OCC(COCC#C)N 1,3-bis(prop-2-yn-1-yloxy)propan-2-amine